The molecule is a bridged organic heteropentacyclic compund that is 3,4,5,6-tetrahydro-2H,8H-2,6-epoxyoxocino[3,2-b]xanthen-8-one substituted by hydroxy groups at positions 4 and 7, a methoxy group at position 9 and a methyl group at position 2 (the 2S,4R,6S stereoisomer). It is isolated from the marine derived fungus Chaetomium and has antiprotozoal activity. It has a role as a metabolite and an antiprotozoal drug. It is a member of phenols, an organic heteropentacyclic compound, a cyclic ketone, a bridged compound and a cyclic ketal. C[C@]12C[C@@H](C[C@H](O1)C3=C(O2)C=C4C(=C3O)C(=O)C5=C(O4)C=CC=C5OC)O